ClC=1C(=CC2=C(N=CN=C2N[C@H](C)C2=C(C(=CC=C2)C([C@@H](C)O)(F)F)F)N1)C1(CC1)C#N 1-(7-chloro-4-(((R)-1-(3-((R)-1,1-difluoro-2-hydroxypropyl)-2-fluorophenyl)ethyl)amino)pyrido[2,3-d]pyrimidin-6-yl)cyclopropane-1-carbonitrile